2'-[6-amino-5-(trifluoromethyl)pyridin-3-yl]-N-[(bicyclo[1.1.1]pentan-1-yl)methyl]-5',6'-dihydrospiro[azetidine-3,4'-pyrrolo[1,2-b]pyrazole]-1-carboxamide NC1=C(C=C(C=N1)C=1C=C2N(N1)CCC21CN(C1)C(=O)NCC12CC(C1)C2)C(F)(F)F